N-(2-(1H-indol-3-yl)ethyl)-N-ethylbutan-2-amine N1C=C(C2=CC=CC=C12)CCN(C(C)CC)CC